FC1=C(C(=C(C=C1OC)OC)F)C1CCC=2C(=NNC2C1)C1=C(C=NN1C(C)C)NC(C=C)=O N-(5-(6-(2,6-difluoro-3,5-dimethoxyphenyl)-4,5,6,7-tetrahydro-1H-indazol-3-yl)-1-isopropyl-1H-pyrazol-4-yl)acrylamide